4-(Furan-2-yl)butan O1C(=CC=C1)CCCC